((S)-1-Phenylethyl)-N2-(pyridin-3-ylmethyl)pyrrolidine-1,2-dicarboxamide C1(=CC=CC=C1)[C@H](C)C1(N(CCC1)C(=O)N)C(=O)NCC=1C=NC=CC1